C(C)NC(NC1=NC=CC(=C1)CN1CCN(CC1)C=1C=CC(=NC1C)C(=O)OC)=O methyl 5-(4-((2-(3-ethylureido)pyridin-4-yl)methyl)piperazin-1-yl)-6-methylpicolinate